OCCC1CN(C1)C1=CC=C(C=C1)C1CCN(CC1)C1=CC(=C(C#N)C=C1)C(F)(F)F 4-(4-(4-(3-(2-Hydroxyethyl)azetidin-1-yl)phenyl)piperidin-1-yl)-2-(trifluoromethyl)-benzonitrile